N-Acetyl-d3-DL-threonin-d2 C(C([2H])([2H])[2H])(=O)N([C@@]([C@H](O)C)(C(=O)O)[2H])[2H] |r|